C(CCCCCCC)(=O)OC1=CC=C(C=C1)[N+](=O)[O-] L-4-nitrophenyl caprylate